4-(dimethylamino)benzenethiol CN(C1=CC=C(C=C1)S)C